BrC=1C=C(CCNC(C)=O)C=CC1 N-(3-Bromophenethyl)acetamide